CC(CC[C@@H](C(=O)O)N[C@H](C(F)(F)F)C1=CC=CC=C1)(C)C (S)-5,5-dimethyl-2-(((S)-2,2,2-trifluoro-1-phenylethyl)amino)hexanoic acid